Ethyl 4-(hydroxy(phenyl)methyl)-6-methyl-7-oxo-1-tosyl-6,7-dihydro-1H-pyrrolo[2,3-c]pyridin-2-carboxylate OC(C=1C2=C(C(N(C1)C)=O)N(C(=C2)C(=O)OCC)S(=O)(=O)C2=CC=C(C)C=C2)C2=CC=CC=C2